FC(C1=NOC(=C1)CN1CCC2(CN(C2)C(=O)N2CC3(C2)CC(C3)N3N=C(N=C3)C(F)(F)F)CC1)(F)F [7-[[3-(trifluoromethyl)isoxazol-5-yl]methyl]-2,7-diazaspiro[3.5]nonan-2-yl]-[6-[3-(trifluoromethyl)-1,2,4-triazol-1-yl]-2-azaspiro[3.3]heptan-2-yl]methanone